CC1=NNC(=N1)C 3,5-dimethyl-1H-1,2,4-triazole